diphenyl-1,2-ethylenediamine C1(=CC=CC=C1)NCCNC1=CC=CC=C1